C(C1=CC=CC=C1)C(=O)N1[C@H]2[C@@H](C[C@H]1C(=O)O)COC2 (2S,3aR,6aS)-1-((benzyl)carbonyl)hexahydro-1H-furo[3,4-b]pyrrole-2-carboxylic acid